N-(6-(4-fluoro-3-methoxyphenyl)-1-(3-fluoro-4-methoxyphenyl)-1H-pyrazolo[3,4-d]pyrimidin-4-yl)-5-nitrothiophene-2-carboxamide FC1=C(C=C(C=C1)C1=NC(=C2C(=N1)N(N=C2)C2=CC(=C(C=C2)OC)F)NC(=O)C=2SC(=CC2)[N+](=O)[O-])OC